C1=CC(=C(C(=C1C2=CC(=C(C=C2Br)Br)O)Br)Br)O tetrabromobisphenol